C[C@H]1N(C[C@@H](NC1)C)C(=O)OC(C)(C)C (2R,5S)-tert-butyl 2,5-dimethylpiperazine-1-carboxylate